C(C1=CC=CC=C1)N1CC(OCC1)C1=CC(=NC=C1)C 4-benzyl-2-(2-methyl-4-pyridinyl)morpholine